propyl cyclopentanate C1(CCCC1)C(=O)OCCC